[Si](C)(C)(C(C)(C)C)O[C@H](C)C1=C2N=C3C=CC=C(C3=NC2=CC=C1)C(=O)OC Methyl (R)-6-(1-((tert-butyldimethylsilyl)oxy)ethyl)phenazine-1-carboxylate